N-(5-(bicyclo[2.2.1]heptan-1-yl)-1H-pyrazol-3-yl)pyrimidin-2-amine methyl-bicyclo[2.2.1]heptane-1-carboxylate COC(=O)C12CCC(CC1)C2.C21(CCC(CC2)C1)C1=CC(=NN1)NC1=NC=CC=N1